9-[(Z)-oct-3-enoxy]-9-oxo-nonanoic acid C(C\C=C/CCCC)OC(CCCCCCCC(=O)O)=O